CN1N=C(C=C1C(=O)NCCCC1=CC=C(C=C1)C=1C=C2C=CC(NC2=CC1)=O)C 1,3-dimethyl-N-(3-(4-(2-oxo-1,2-dihydroquinolin-6-yl)phenyl)propyl)-1H-pyrazole-5-carboxamide